C1(CCC1)NC1=NC=CC(=C1)C(=O)NC[C@@H](O)[C@H]1N(CC2=CC(=C(C=C2C1)F)OCC1=C(N=CO1)C)C(=O)OC(C)(C)C tert-butyl (3S)-3-[(1R)-2-[[2-(cyclobutylamino)pyridine-4-carbonyl]amino]-1-hydroxy-ethyl]-6-fluoro-7-[(4-methyloxazol-5-yl)methoxy]-3,4-dihydro-1H-isoquinoline-2-carboxylate